NC1=C2OCCC2=C(C=2CCOC12)O 8-Amino-1,7-dioxa-2,3,5,6-tetrahydro-s-indacen-4-ol